OC1=CC2=C(N=C(S2)S(=O)(=O)N)C=C1 6-hydroxy-2-benzothiazolesulfonamide